C1(CCCC1)NC1=CC=C(C=C1)[C@@H]1N(C2=CC=C(C=C2C[C@@H]1C(=O)NC1=CC(=C(C=C1)CO)C(F)(F)F)F)C(C1=C(C=CC=C1C)F)=O (2R,3S)-2-(4-(cyclopentylamino)phenyl)-6-fluoro-1-(2-fluoro-6-methylbenzoyl)-N-(4-(hydroxymethyl)-3-(trifluoromethyl)phenyl)-1,2,3,4-tetrahydroquinoline-3-carboxamide